COC=1C(=C(C=CC1N)C1=C(C=CC=C1)N)OC dimethoxy-4,2'-diaminobiphenyl